COC(C1=C(C=CC(=C1)COC1=C(C=C(C=C1)Cl)Cl)I)=O 5-((2,4-dichlorophenoxy)methyl)-2-iodo-benzoic acid methyl ester